ClC1=C(C=CC(=C1)N[C@H]1C(NC(CC1)=O)=O)N1CCC(CC1)(O)CC(=O)OCCCC butyl 2-[1-[2-chloro-4-[[(3R)-2,6-dioxo-3-piperidyl]amino]phenyl]-4-hydroxy-4-piperidyl]acetate